2-({2-[(4-chloro-2-fluorophenyl)methoxy]-3-(trifluoromethyl)-5,6,7,8-tetrahydro-1,7-naphthyridin-7-yl}methyl)-1-{[(3R)-oxolan-3-yl]methyl}-1H-1,3-benzodiazole-6-carboxylic acid ClC1=CC(=C(C=C1)COC1=NC=2CN(CCC2C=C1C(F)(F)F)CC1=NC2=C(N1C[C@@H]1COCC1)C=C(C=C2)C(=O)O)F